6-(6-(1-(8-cyclopropyl-8-azabicyclo[3.2.1]octan-3-yl)piperidin-4-yl)-4-methyl-1H-benzo[d]imidazol-2-yl)-8-methoxy-[1,2,4]triazolo[1,5-a]pyridine C1(CC1)N1C2CC(CC1CC2)N2CCC(CC2)C=2C=C(C1=C(NC(=N1)C=1C=C(C=3N(C1)N=CN3)OC)C2)C